5-(4-methoxy-2-phenylpyrimidin-5-yl)-4-methylisoxazole COC1=NC(=NC=C1C1=C(C=NO1)C)C1=CC=CC=C1